FC1=CC(=C(N)C=C1)C1=CC2=CC=C(C=C2C(=C1)OC)F 4-fluoro-2-(6-fluoro-4-methoxynaphthalen-2-yl)aniline